1-(4-((1R,5S)-3,8-diazabicyclo[3.2.1]octan-3-yl)-8-fluoro-2-(((S)-1-methylpyrrolidin-2-yl)methoxy)quinazolin-7-yl)-8-methyl-1,2,3,4-tetrahydroquinolin-3-ol [C@H]12CN(C[C@H](CC1)N2)C2=NC(=NC1=C(C(=CC=C21)N2CC(CC1=CC=CC(=C21)C)O)F)OC[C@H]2N(CCC2)C